3-((1R,3R)-1-amino-3-methyl-8-azaspiro[4.5]decan-8-yl)-6-((2,3-dichlorophenyl)thio)-1-methylpyrazin-2(1H)-one N[C@@H]1C[C@@H](CC12CCN(CC2)C=2C(N(C(=CN2)SC2=C(C(=CC=C2)Cl)Cl)C)=O)C